ClC=1C=C2C(=CC1)NC[C@@]21[C@@H](N[C@H]([C@@H]1C1=C(C=CC=C1)Cl)C(=O)NC1=C(C(=O)[O-])C=CC=C1OC)CC(C)(C)C ((2'S,3S,4'S,5'R)-5-chloro-4'-(2-chlorophenyl)-2'-neopentylspiro[indoline-3,3'-pyrrolidine]-5'-carboxamido)-3-methoxybenzoate